C(CCCCCCC)(=O)OCCCCCCCC(C)N(C(CCCCCCCOC(CCCCCCC)=O)C)CCO.C1=C(C=CC2=CC=CC=C12)NC1=CC=C(C=C1)NC1=CC2=CC=CC=C2C=C1 di(2-naphthyl) p-phenylenediamine 8,8'-((2-hydroxyethyl)azanediyl)dinonyl dicaprylate